BrC1=CC=C2C=C(NC2=C1)CO (6-bromo-1H-indole-2-yl)methanol